tris-propargyl phosphate P(=O)(OCC#C)(OCC#C)OCC#C